FC1=C(C=CC(=C1F)OC[C@H]1COCC1)NC=1C2=C(N=CN1)C=C(C(=N2)O[C@@H]2CNCC2)F N-(2,3-difluoro-4-(((R)-tetrahydrofuran-3-yl)methoxy)phenyl)-7-fluoro-6-(((S)-pyrrolidin-3-yl)oxy)pyrido[3,2-d]pyrimidin-4-amine